(S,E)-6-(4-(dimethylamino)but-2-enoyl)-4-(2-(1-(5-methoxypyrimidin-4-yl)-3-(trifluoromethyl)-1H-pyrazol-4-yl)phenyl)-4,5,6,7-tetrahydrothieno[2,3-c]pyridine-2-carbonitrile CN(C/C=C/C(=O)N1CC2=C([C@@H](C1)C1=C(C=CC=C1)C=1C(=NN(C1)C1=NC=NC=C1OC)C(F)(F)F)C=C(S2)C#N)C